C(C)(=O)N1CC2=C(C=C(C=C2CC1)Cl)C1N(CCOC1)C(=O)[O-] 3-(2-acetyl-6-Chloro-3,4-dihydro-1H-isoquinolin-8-yl)morpholine-4-carboxylate